tert-butyl (2r,6r)-4-(1-(5-(difluoromethyl)-1,3,4-thiadiazol-2-yl)-6-(N-(1-methylcyclopropyl) aminosulfonyl)-1H-indazol-4-yl)-2,6-dimethylpiperazine-1-carboxylate FC(C1=NN=C(S1)N1N=CC2=C(C=C(C=C12)S(=O)(=O)NC1(CC1)C)N1C[C@H](N([C@@H](C1)C)C(=O)OC(C)(C)C)C)F